C1(CCCCC1)S(=O)(=O)NC1=CC(=C(C=C1)C1=C2C(=NC=C1)NC=C2)CC 4-(4-(cyclohexanesulfonamido)-2-ethylphenyl)-1H-pyrrolo[2,3-b]pyridin